(S)-2-(sec-Butoxy)-N,N-bis(2,4-dimethoxybenzyl)imidazo[2,1-f][1,2,4]triazin-4-amine [C@H](C)(CC)OC1=NN2C(C(=N1)N(CC1=C(C=C(C=C1)OC)OC)CC1=C(C=C(C=C1)OC)OC)=NC=C2